CC12N(CCNC2C1)C(=O)N methyl-2,5-diazabicyclo[4.1.0]heptane-2-carboxamide